CC1=NN(C=C1NC1=NC=C(C(=N1)NCCCN1CCOCC2(CCC2)C1=O)C(F)(F)F)C1CCN(CC1)C 9-(3-((2-((3-methyl-1-(1-methylpiperidin-4-yl)-1H-pyrazol-4-yl)amino)-5-(trifluoromethyl)pyrimidin-4-yl)amino)propyl)-6-oxa-9-azaspiro[3.6]decan-10-one